CC1N(CCN(C1)C1=NC(=CC=C1)C1=CN=C2N1C=CC(=C2)C=2C=NN(C2)C)C(=O)OC(C)(C)C tert-butyl 2-methyl-4-(6-(7-(1-methyl-1H-pyrazol-4-yl)imidazo[1,2-a]pyridin-3-yl)pyridin-2-yl)piperazine-1-carboxylate